3,5-Heptadiyn-1-ol C(CC#CC#CC)O